FC(/C(/[O-])=C\1/C(C2(SCCS2)[C@@H]2C[C@H]12)=O)(F)F.[Li+] lithium (Z)-2,2,2-trifluoro-1-((1R,5S)-3-oxospiro[bicyclo[3.1.0]-hexane-2,2'-[1,3]dithiolan]-4-ylidene)ethan-1-olate